C(C)(C)(C)OC(=O)N1C\C(\CC1)=C/C1=CC(=C(C(=C1)F)C=O)F (Z)-3-(3,5-difluoro-4-formylbenzylidene)pyrrolidine-1-carboxylic acid tert-butyl ester